(3aR,5s,6aS)-N-(6-phenyl-4-(trifluoromethyl)pyridazin-3-yl)-2-((tetrahydro-2H-pyran-4-yl)methyl-d2)octahydro-cyclopenta[c]pyrrol-5-amine C1(=CC=CC=C1)C1=CC(=C(N=N1)NC1C[C@@H]2[C@@H](CN(C2)C([2H])([2H])C2CCOCC2)C1)C(F)(F)F